4-[2-amino-5-[4-(4-isopropylpiperazin-1-yl)phenyl]-3-pyridyl]-2-methoxy-phenol NC1=NC=C(C=C1C1=CC(=C(C=C1)O)OC)C1=CC=C(C=C1)N1CCN(CC1)C(C)C